NCC=1C(=NOC1C1=CC=C(C=N1)O[C@@H]1C[C@H](CCC1)C(=O)OC(C)C)C (1S,3S)-Isopropyl 3-((6-(4-(aminomethyl)-3-methylisoxazol-5-yl)pyridin-3-yl)oxy)cyclohexaneCarboxylate